N-(6-bromo-8-fluoroimidazo[1,2-a]pyridin-2-yl)-2,2,2-trifluoroacetamide BrC=1C=C(C=2N(C1)C=C(N2)NC(C(F)(F)F)=O)F